4-aminotetrahydrophthalic anhydride NC1CC2C(C(=O)OC2=O)C=C1